C(C)C(C[Sn](CC(CCCC)CC)=O)CCCC di(2-ethylhexyl)tin oxide